1-(5-fluoropentyl)-3-(2-iodobenzoyl)indole FCCCCCN1C=C(C2=CC=CC=C12)C(C1=C(C=CC=C1)I)=O